N-(5-(2-(3-hydroxypiperidin-1-yl)acetamido)-2-methylpyridin-3-yl)-2-(1-methyl-1H-pyrazol-4-yl)pyrazolo[5,1-b]Thiazole-7-carboxamide OC1CN(CCC1)CC(=O)NC=1C=C(C(=NC1)C)NC(=O)C=1C=NN2C1SC(=C2)C=2C=NN(C2)C